C(C)OC(\C(=C/NC1=C(C=C(C=C1)[N+](=O)[O-])Cl)\C#N)=O.C[Si](N(CCC[Si](OC)(OC)OC)[Si](C)(C)C)(C)C N,N-bis(trimethylsilyl)-3-aminopropyltrimethoxysilane Ethyl-(Z)-3-((2-chloro-4-nitrophenyl)amino)-2-cyanoacrylate